C1(CCC1)C1=NOC(=N1)[C@H]1C([C@@H]1C1=CC=C(C=C1)S(=O)(=O)N)(C)C 4-[(1R,3R)-3-(3-cyclobutyl-1,2,4-oxadiazol-5-yl)-2,2-dimethylcyclopropyl]benzenesulfonamide